ClC1=CC2=C(SC(=C2)CNC(OC(C)(C)C)=O)C=C1 tert-Butyl ((5-Chlorobenzo[b]thiophen-2-yl)methyl)carbamate